N1=C(N=C(N=C1C1=CC=C(C=C1O)CCCCCCCCCCCCCCC)C1=CC=C(C=C1O)CCCCCCCCCCCCCCC)C1=CC=C(C=C1O)CCCCCCCCCCCCCCC 6,6',6''-(1,3,5-triazine-2,4,6-triyl)tris(3-pentadecylphenol)